C(C)(=O)N(C1=C(C=C(C=C1)C1=CC=C(C=N1)NC(\C=C\C1=CC=CC=C1)=O)Cl)CC1CC1 (E)-N-[6-[4-[acetyl(cyclopropylmethyl)amino]-3-chloro-phenyl]-3-pyridyl]-3-phenyl-prop-2-enamide